C(C)(C)CC(C)(C1=CC=CC=C1)OOC(CC(C)C)(C)C1=CC=CC=C1 di(isopropyl cumyl) peroxide